CC=1N(C(=C2C(NN=CC21)=O)C)C2=CC=CC=C2 5,7-dimethyl-6-phenyl-2,6-dihydro-1H-pyrrolo[3,4-d]pyridazin-1-one